C(C1=CC=CC=C1)OC1=NC(=CC=C1C1=NN(C2=CC=CC=C12)CC(=O)OC(C)(C)C)OCC1=CC=CC=C1 tert-butyl 2-{3-[2,6-bis(benzyloxy)pyridin-3-yl]indazol-1-yl}acetate